C1(=CC=CC=C1)C1=CC(=CC(=C1)C=1C=C(C2=C(C=3C(S2)=C(C(=C(C3[2H])[2H])B3OC(C(O3)(C)C)(C)C)[2H])C1[2H])[2H])C1=CC=CC=C1 2-(8-([1,1':3',1''-terphenyl]-5'-yl)dibenzo[b,d]thiophen-3-yl-1,2,4,6,9-d5)-4,4,5,5-tetramethyl-1,3,2-dioxaborolane